methyl 4-(chloromethyl)-3,5-difluorobenzoate ClCC1=C(C=C(C(=O)OC)C=C1F)F